N-((3S)-1-(2-(1H-indole-6-sulfonamido)-1-(1-methyl-1H-indol-3-yl)ethyl)pyrrolidin-3-yl)acetamide N1C=CC2=CC=C(C=C12)S(=O)(=O)NCC(C1=CN(C2=CC=CC=C12)C)N1C[C@H](CC1)NC(C)=O